ethylenediamine disuccinic acid tripotassium salt [K+].[K+].[K+].C(CCC(=O)[O-])(=O)[O-].C(CCC(=O)O)(=O)[O-].C(CN)N